CN1C(CCC2=CC(=CC=C12)C=1C=C(C=NC1)CNC(=O)C=1C=NC=NC1)=O Pyrimidine-5-carboxylic acid [5-(1-methyl-2-oxo-1,2,3,4-tetrahydro-quinolin-6-yl)-pyridin-3-ylmethyl]-amide